N1[C@@H](CCC1)[C@H](C)C1=NC(=NC=C1)N ((S)-1-((2S)-pyrrolidin-2-yl)ethyl)pyrimidin-2-amine